1-(hydroxyethyl)-3-methylpyrazole OCCN1N=C(C=C1)C